cyclopropyl-N-(6-(trifluoromethyl)-2,3-dihydrobenzofuran-3-yl)-1,3-dihydrofuro[3,4-c]quinoline-8-carboxamide C1(CC1)C1OCC=2C=NC=3C=CC(=CC3C21)C(=O)NC2COC1=C2C=CC(=C1)C(F)(F)F